aluminum methoxyiminopropionate CON=C(C(=O)[O-])C.[Al+3].CON=C(C(=O)[O-])C.CON=C(C(=O)[O-])C